O=C(CC#N)C1=CC=NC=C1 3-oxo-3-(pyridin-4-yl)propionitrile